ClC1=C(C=CC(=C1)NC(C[C@H]1C[C@H](N(C1)C=1C2=C(N=C(N1)C)C1=C(O2)C=CC=C1)C(=O)O)=O)C1=CC=CC=C1 (2S,4R)-4-(2-((2-chloro-[1,1'-biphenyl]-4-yl)amino)-2-oxoethyl)-1-(2-methylbenzofuro[3,2-d]pyrimidin-4-yl)pyrrolidine-2-carboxylic acid